NC=1C(=C2C=CC=CN2C1C(=O)C1=CC=C(C=C1)F)C(=O)N 2-Amino-3-[(4-Fluorophenyl)carbonyl]indolizin-1-carboxamid